R-(-)-3-hydroxybutyric acid amyl ester C(CCCC)OC(C[C@@H](C)O)=O